xylylene-di-camphorsulfonic acid C=1(C(=CC=CC1)CC1C(C2(CCC1C2(C)C)CS(=O)(=O)O)=O)CC2C(C1(CCC2C1(C)C)CS(=O)(=O)O)=O